O=C1NC(CCC1N1C(C2=CC=CC(=C2C1=O)NCCCCOC=1C=C(C=CC1)CC(=O)O)=O)=O 2-[3-(4-{[2-(2,6-dioxopiperidin-3-yl)-1,3-dioxo-2,3-dihydro-1H-isoindol-4-yl]amino}butoxy)phenyl]acetic acid